COC1=CC=C(CN(S(=O)(=O)[C@H](C(=O)N(C)C)CCC=C)CC2=CC=C(C=C2)OC)C=C1 (S)-2-(N,N-BIS(4-METHOXYBENZYL)SULFAMOYL)-N,N-DIMETHYLHEX-5-ENAMIDE